1-(2,3-Dihydrobenzo[b][1,4]dioxin-6-yl)-4-(2-methoxyphenyl)butane-1,4-dione O1C2=C(OCC1)C=C(C=C2)C(CCC(=O)C2=C(C=CC=C2)OC)=O